C12C(CC(CC1)OC)O2 4-epoxycyclohexylmethyl ether